C(C)(C)(C)OC(=O)N(C(OC(C)(C)C)=O)C[C@@H]1C[C@H](C1)N1N=C(C(=C1)C1=CC=C2C(=N1)N(N=C2)C)C2CC2 tert-butyl (tert-butoxycarbonyl)((trans-3-(3-cyclopropyl-4-(1-methyl-1H-pyrazolo[3,4-b]pyridin-6-yl)-1H-pyrazol-1-yl)cyclobutyl)methyl)carbamate